(2R,3R,4R,5S)-2-(hydroxymethyl)-1-((S)-2-phenylpropyl)piperidine-3,4,5-triol OC[C@H]1N(C[C@@H]([C@H]([C@@H]1O)O)O)C[C@@H](C)C1=CC=CC=C1